Methyl-imidazolidinone CN1C(NCC1)=O